BrC1=CC(=CC=2C(=C(OC21)C(=O)OC(C)(C)C)COC2=C(C=CC=C2)CC(=O)OCC)Cl tert-butyl 7-bromo-5-chloro-3-((2-(2-ethoxy-2-oxoethyl)phenoxy)methyl)benzofuran-2-carboxylate